C1(CCCCC1)OC(CC)=O 1-(cyclohexyloxy)-1-oxopropan